Nickel-Chromium-Aluminum-Silicon [Si].[Al].[Cr].[Ni]